S-(4-oxo-3-(2-oxo-2-(((S)-1-(4-(trifluoromethoxy)phenyl)ethyl)amino)ethyl)-3,4-dihydrobenzo[d][1,2,3]triazin-8-yl)cysteine O=C1C2=C(N=NN1CC(N[C@@H](C)C1=CC=C(C=C1)OC(F)(F)F)=O)C(=CC=C2)SC[C@H](N)C(=O)O